Lithium 6-(4-methyl-3-oxopiperazin-1-yl)isoquinoline-3-carboxylate CN1C(CN(CC1)C=1C=C2C=C(N=CC2=CC1)C(=O)[O-])=O.[Li+]